CC1(CC(C(C(C1)=O)=CN[C@@H](CCC(N)=O)C(=O)O)=O)C N2-[(4,4-dimethyl-2,6-dioxocyclohexylidene)methyl]glutamine